OCCCCCC=1N=C2N(C(=CC=C2S(=O)(=O)N2[C@@H](CCC2)C(=O)OC)C)C1 Methyl ((2-(5-hydroxypentyl)-5-methylimidazo[1,2-a]pyridin-8-yl)sulfonyl)-L-prolinate